NC(C)(C)C1=CC(=NC(=C1)C1=CC=C(C=C1)F)OC1[C@@H]2CN(C[C@H]12)C(=O)C1=CC(=NN1C)C1=NOC=C1 ((1R,5S,6s)-6-((4-(2-aminopropan-2-yl)-6-(4-fluorophenyl)pyridin-2-yl)oxy)-3-azabicyclo[3.1.0]hexan-3-yl)(3-(isoxazol-3-yl)-1-methyl-1H-pyrazol-5-yl)methanone